[7-(2-amino-pyridin-4-yl)-4-methoxy-thiazolo[4,5-c]pyridin-2-yl]-amid NC1=NC=CC(=C1)C=1C2=C(C(=NC1)OC)N=C(S2)[NH-]